N(=O)[O-].[Fe+2].N(=O)[O-] Iron nitrite